N-(4-bromo-2-fluorobenzyl)bicyclo[1.1.1]pentan-1-amine BrC1=CC(=C(CNC23CC(C2)C3)C=C1)F